C(C1=CC=CC=C1)N(CC(=O)O)NC1=NC(=NC=C1F)C1=CNC2=NC=C(C=C21)F N-benzyl-N-((5-fluoro-2-(5-fluoro-1H-pyrrolo[2,3-b]pyridin-3-yl)pyrimidin-4-yl)amino)glycine